C(C)OC(=O)C1OC(CC1C1=C(C(=C(C=C1)F)F)OC)(C)C 3-(3,4-difluoro-2-methoxyphenyl)-5,5-dimethyltetrahydrofuran-2-carboxylic acid ethyl ester